4-(1-Methyl-1H-pyrazol-3-yl)-5-[4-(trifluoromethyl)phenoxy]pyrimidine-2-carboxylic acid CN1N=C(C=C1)C1=NC(=NC=C1OC1=CC=C(C=C1)C(F)(F)F)C(=O)O